N-(adamantan-1-yl)-2-((2-oxo-1,2-dihydroquinazolin-4-yl)oxy)acetamide C12(CC3CC(CC(C1)C3)C2)NC(COC2=NC(NC3=CC=CC=C23)=O)=O